2-(1-(4-chloro-3-fluorophenyl)-2-oxo-1,9-diazaspiro[5.5]undec-9-yl)-4-(4-fluorophenyl)pyridine 1-oxide ClC1=C(C=C(C=C1)N1C(CCCC12CCN(CC2)C2=[N+](C=CC(=C2)C2=CC=C(C=C2)F)[O-])=O)F